[Si](C1=CC=CC=C1)(C1=CC=CC=C1)(C(C)(C)C)OCC(CNC(OC(C)(C)C)=O)C[C@H](CO)NC(OC(C)(C)C)=O di-tert-butyl ((4R)-2-(((tert-butyldiphenylsilyl)oxy)methyl)-5-hydroxypentane-1,4-diyl)dicarbamate